(1R,2R,3S,4S)-3-(pyridin-4-yl)-7-oxabicyclo[2.2.1]heptane-2-carboxylic acid N1=CC=C(C=C1)[C@@H]1[C@H]([C@H]2CC[C@@H]1O2)C(=O)O